C(C)(CCC)N(CCN(CCN(CCN(C)C(C)CCC)C)C)C N,N'''-disecpentyl-N,N',N'',N'''-tetramethyl(triethylenetetramine)